(S)-4-(3,3-difluoropyrrolidin-1-yl)-2-(3-(hydroxymethyl)piperidine-1-carbonyl)-4-methylpent-2-enenitrile FC1(CN(CC1)C(C=C(C#N)C(=O)N1C[C@H](CCC1)CO)(C)C)F